(S)-N-(1-amino-3-hydroxy-2-methyl-1-oxopropan-2-yl)-5-((2-methoxypyridin-3-yl)methoxy)-2-methylbenzofuran-3-carboxamide NC([C@@](CO)(C)NC(=O)C1=C(OC2=C1C=C(C=C2)OCC=2C(=NC=CC2)OC)C)=O